C(C1=CC=CC=C1)OC(=O)N1C[C@H]([C@H](C1)N1C(C2=CC=CC=C2C1=O)=O)C(C)C (cis)-3-isopropyl-4-(1,3-dioxoisoindol-2-yl)pyrrolidine-1-carboxylic acid benzyl ester